bis[3,5-di-t-butyl-4-hydroxyphenyl] sulfide C(C)(C)(C)C=1C=C(C=C(C1O)C(C)(C)C)SC1=CC(=C(C(=C1)C(C)(C)C)O)C(C)(C)C